1,2-bis(2,6-difluorobenzylidene)hydrazine FC1=C(C=NN=CC2=C(C=CC=C2F)F)C(=CC=C1)F